OC[C@H]1CC[C@H](OC1)CN1CCN(CC1)C(=O)OCC1=CC=CC=C1 benzyl 4-[[(2S,5R)-5-(hydroxymethyl)tetrahydropyran-2-yl]methyl]piperazine-1-carboxylate